COC1=C2C=CC(=C(C2=CC=C1)O)CC(C)C 5-methoxy-2-(2-methylpropyl)-naphthalen-1-ol